3a,6a-dimethyl-1,2,3,3a,4,6a-hexahydropentalen-2-ol CC12CC(CC2(C=CC1)C)O